(5-chloro-4-(1-(methylsulfonyl)-1H-pyrazol-4-yl)pyrimidin-2-yl)-2-(2-(dimethylamino)ethyl)-2H-indazol-6-amine ClC=1C(=NC(=NC1)C=1N(N=C2C=C(C=CC12)N)CCN(C)C)C=1C=NN(C1)S(=O)(=O)C